BrC1=C(C=C(C(=N1)C1=CN=C2N1N=C(C(=C2)OC)C2COC2)F)F 3-(6-bromo-3,5-difluoro-2-pyridyl)-7-methoxy-6-(oxetan-3-yl)imidazo[1,2-b]pyridazine